N1CC(C1)C1=NC(=C2N=CN(C2=N1)C)C1=CC=C(C=C1)OC(F)(F)F 2-(Azetidin-3-yl)-9-methyl-6-(4-(trifluoromethoxy)phenyl)-9H-purine